2-chloro-7-(3,5-dimethylisoxazol-4-yl)-4-phenyl-4,5-dihydroimidazo[1,5,4-de][1,4]benzoxazine ClC1=NC2=CC=C(C3=C2N1C(CO3)C3=CC=CC=C3)C=3C(=NOC3C)C